COC=1C2=C(N=C(N1)NC1CCOCC1)NC=C2C2=NC=1N(C=C2)N=CC1 4-methoxy-5-(pyrazolo[1,5-a]pyrimidin-5-yl)-N-(tetrahydro-2H-pyran-4-yl)-7H-pyrrolo[2,3-d]pyrimidin-2-amine